ClC1=CC=C(C=C1)C1=CC=C(C=C1)B(O)O (4'-chloro-[1,1'-biphenyl]-4-yl)boronic acid